3-methoxypropionic acid gadolinium [Gd].COCCC(=O)O